[Pb].[Cu].[Ti] titanium-copper lead